1,3-bis(isopropylamino)tetramethyl-disiloxane C(C)(C)N[Si](O[Si](NC(C)C)(C)C)(C)C